C1(CCCCC1)OC1=CC=C(C=N1)N 6-(cyclohexyloxy)pyridin-3-amine